BrC1=CC=C2C(=NC(=NC2=C1F)OC[C@]12CCCN2C[C@@H](C1)F)N1CC=2N(CCC1)N=C(C2Cl)C(=O)N(C)C 5-(7-bromo-8-fluoro-2-(((2R,7aS)-2-fluorohexahydro-1H-pyrrolizin-7a-yl)methoxy)quinazolin-4-yl)-3-chloro-N,N-dimethyl-5,6,7,8-tetrahydro-4H-pyrazolo[1,5-a][1,4]diazepine-2-carboxamide